3-pentadecylphenoxy-N,N-dimethylethylamine C(CCCCCCCCCCCCCC)C=1C=C(OC(C)N(C)C)C=CC1